4-bromo-1-[(4-chlorophenyl)methyl]-2-[3-(trifluoromethoxy)phenoxy]-1H-imidazole-5-carbonyl chloride BrC=1N=C(N(C1C(=O)Cl)CC1=CC=C(C=C1)Cl)OC1=CC(=CC=C1)OC(F)(F)F